tetramethyl-hexanediaminium CC(C(C([NH3+])([NH3+])C)(C)C)CCC